C(C)C1=NN(C(N1C)=O)C1=CC(=C(C(=O)NC2=C(C=CC=C2)O)C=C1F)O[C@@H](C)CCC 4-(3-ethyl-4-methyl-5-oxo-4,5-dihydro-1H-1,2,4-triazol-1-yl)-5-fluoro-N-(2-hydroxyphenyl)-2-[(2S)-pentan-2-yloxy]benzamide